IC1=CC=CC=2N(C(N(C21)C)=O)C 4-iodo-1,3-dimethyl-1,3-dihydro-2H-benzo[d]imidazol-2-one